4-(1-benzyl-3-((dimethylamino)methyl)pyrrolidin-3-yl)butan-1-ol C(C1=CC=CC=C1)N1CC(CC1)(CN(C)C)CCCCO